(2-Chloro-4-((2-cyclopropylbenzofuran-7-yl)oxy)phenyl)(4-chloro-7H-pyrrolo[2,3-d]pyrimidine-5-yl)methanone ClC1=C(C=CC(=C1)OC1=CC=CC=2C=C(OC21)C2CC2)C(=O)C2=CNC=1N=CN=C(C12)Cl